1-[2-cyano-6-(trifluoromethyl)pyridin-3-yl]-4-{2'-ethoxy-[2,3'-bipyridin]-5-yl}piperidine-4-carboxylic acid C(#N)C1=NC(=CC=C1N1CCC(CC1)(C(=O)O)C=1C=CC(=NC1)C=1C(=NC=CC1)OCC)C(F)(F)F